(R)-6-((1-((1-(2-Amino-1-fluoroethoxy)-2-methylpropan-2-yl)sulfonyl)cyclopropyl)methyl)-N-(4-cyanobenzyl)-1-methyl-7-oxo-4,5,6,7-tetrahydro-1H-pyrazolo[3,4-c]pyridine-3-carboxamide NC[C@H](OCC(C)(C)S(=O)(=O)C1(CC1)CN1C(C2=C(CC1)C(=NN2C)C(=O)NCC2=CC=C(C=C2)C#N)=O)F